tetracalcium phosphate calcium [Ca+2].P(=O)([O-])([O-])[O-].[Ca+2].[Ca+2].[Ca+2].[Ca+2]